C(C)(C)(C)OC(=O)N1CC(C1)(C)[C@@](C1=CC(=CC=C1)C1=NC(=NO1)CN1CCOCC1)(C1=CC=C(C=C1)C(C)C)O 3-{(S)-Hydroxy-(4-isopropyl-phenyl)-[3-(3-morpholin-4-ylmethyl-[1,2,4]oxadiazol-5-yl)-phenyl]-methyl}-3-methyl-azetidine-1-carboxylic acid tert-butyl ester